O1COC2=C1C=CC(=C2)CC(=O)NC=2SC(=C(N2)C2=CC=C(C=C2)NC(C2=C(C=CC=C2)C)=O)C N-(4-(2-(2-(benzo[d][1,3]dioxol-5-yl)acetamido)-5-methylthiazol-4-yl)phenyl)-2-methylbenzamide